ClC=1C=CC(=C(C1)C1=CC(=C(N=N1)OC)NC1=CC=NC2=CC(=CC=C12)OCCN1CCN(CC1)C)F N-[6-(5-chloro-2-fluorophenyl)-3-methoxypyridazin-4-yl]-7-[2-(4-methylpiperazin-1-yl)ethoxy]quinolin-4-amine